3-chloro-6-(2,4-dimethoxypyrimidin-5-yl)-4-((1S,2S)-2-(fluoromethyl)cyclopropyl)pyridazine ClC=1N=NC(=CC1[C@@H]1[C@H](C1)CF)C=1C(=NC(=NC1)OC)OC